(2S,3S,4R,5R)-5-(6-(3-iodobenzylamino)-9H-purin-9-yl)-N,3,4-trihydroxyltetrahydrofuran-2-formamide IC=1C=C(CNC2=C3N=CN(C3=NC=N2)[C@H]2[C@@H]([C@@H]([C@H](O2)C(=O)NO)O)O)C=CC1